11-morpholinylundecanamide N1(CCOCC1)CCCCCCCCCCC(=O)N